(5-bromo-2-(2-(trifluoromethyl)pyrimidin-5-yl)pyridin-4-yl)methylamine hydrochloride Cl.BrC=1C(=CC(=NC1)C=1C=NC(=NC1)C(F)(F)F)CN